BrC=1C(=C(C(=O)OC)C=C(C1)O[Si](C)(C)C(C)(C)C)F methyl 3-bromo-5-((tert-butyldimethylsilyl) oxy)-2-fluorobenzoate